Decyl-Norbornene C(CCCCCCCCC)C12C=CC(CC1)C2